C(C)C1=C(C=CC(=C1)O)\N=C(/N)\C1=C(C=2N(N=C1)C=C(C2)C=2C=NC(=CC2)OC)NC2[C@@H]1CC3CC(C[C@@H]2C3)(C1)O (Z)-N'-(2-ethyl-4-hydroxyphenyl)-4-(((1R,2r,3S,5s,7s)-5-hydroxyadamantan-2-yl)amino)-6-(6-methoxypyridin-3-yl)pyrrolo[1,2-b]pyridazine-3-carboximidamide